tert-butyl (4-((2-bromopyridin-4-yl)oxy)-2-fluorophenyl)carbamate BrC1=NC=CC(=C1)OC1=CC(=C(C=C1)NC(OC(C)(C)C)=O)F